1-methyl-1,4-pentanediol CC(CCC(C)O)O